OC1=C(C=CC(=C1C)O)C(=O)C1=CC=C(C=C1)OC 1-(2,4-dihydroxy-3-methylphenyl)(4-methoxyphenyl)methanone